6-chloro-2-(1-(3-chloropyridin-2-yl)-3-(thietan-3-yloxy)-1H-pyrazol-5-yl)-8-methyl-4H-benzo[d][1,3]oxazin-4-one ClC1=CC2=C(N=C(OC2=O)C2=CC(=NN2C2=NC=CC=C2Cl)OC2CSC2)C(=C1)C